C(C1=CC=CC=C1)OC=1C=CC2=C(C(=C(S2)C(F)F)C(=O)NC2CC(C2)(F)F)C1 5-(benzyloxy)-N-(3,3-difluorocyclobutyl)-2-(difluoromethyl)-1-benzothiophene-3-carboxamide